dibenzylideneindanone tert-butyl-(2-oxo-2-(2-(thiazole-5-carbonyl)hydrazino)ethyl)carbamate C(C)(C)(C)N(C(O)=O)CC(NNC(=O)C1=CN=CS1)=O.C(C1=CC=CC=C1)=C1C(C(C2=CC=CC=C12)=O)=CC1=CC=CC=C1